C(C)C=1N(C=CN1)CC1=C(C=C(C=C1)C1=C(SC(=C1)CC(C)C)S(=O)(=O)NC(O)=O)F (3-(4-((2-ethyl-1H-imidazol-1-yl)methyl)-3-fluorophenyl)-5-isobutylthiophene-2-yl)sulfonyl-carbamic acid